(4-(4-((2-((1S,3S,5S)-3-(((4-carbamimidoylthiophen-2-yl)methyl)carbamoyl)-5-methyl-2-azabicyclo[3.1.0]hexan-2-yl)-2-oxoethyl)carbamoyl)phenoxy)phenyl)-(methyl)phosphinic acid C(N)(=N)C=1C=C(SC1)CNC(=O)[C@H]1N([C@H]2C[C@]2(C1)C)C(CNC(=O)C1=CC=C(OC2=CC=C(C=C2)P(O)(=O)C)C=C1)=O